ClC=1C=2N(C=CN1)C(=CC2)C=O 1-chloropyrrolo[1,2-a]pyrazine-6-carbaldehyde